di(hydroxyethyl)dipropyl-ammonium OCC[N+](CCC)(CCC)CCO